(R)-6-(1-(1-(1-acryloylazetidine-3-carbonyl)pyrrolidin-3-yl)-1H-pyrazol-4-yl)-4-methoxypyrazolo[1,5-a]pyridine-3-carbonitrile C(C=C)(=O)N1CC(C1)C(=O)N1C[C@@H](CC1)N1N=CC(=C1)C=1C=C(C=2N(C1)N=CC2C#N)OC